2-(2-chlorophenyl)-N-(2-(piperidin-1-yl)-5-sulfamoylquinolin-7-yl)acetamide ClC1=C(C=CC=C1)CC(=O)NC1=CC(=C2C=CC(=NC2=C1)N1CCCCC1)S(N)(=O)=O